bis(1-methyl-3-(3,4-dimethylpentan-3-yl)cyclopentadienyl)zirconium dichloride [Cl-].[Cl-].CC1(C=C(C=C1)C(CC)(C(C)C)C)[Zr+2]C1(C=C(C=C1)C(CC)(C(C)C)C)C